2-(DIMETHYLAMINO)BUTANOIC ACID CN(C(C(=O)O)CC)C